C(CCCCCC(=O)[O-])(=O)[O-] Heptanedi-oate